(S)-2-chloro-N-(2,4-difluorophenyl)-5-(4,4,4-trifluoro-3-(3-(trifluoromethyl)phenyl)butanamido)benzamide ClC1=C(C(=O)NC2=C(C=C(C=C2)F)F)C=C(C=C1)NC(C[C@H](C(F)(F)F)C1=CC(=CC=C1)C(F)(F)F)=O